N4-(benzo[d]oxazol-2(3H)-on-5-yl)-N2-(4-(8-methyl-2,8-diazabicyclo[3.2.1]octan-2-yl)phenyl)-5-methylpyrimidine-2,4-diamine O1C(NC2=C1C=CC(=C2)NC2=NC(=NC=C2C)NC2=CC=C(C=C2)N2C1CCC(CC2)N1C)=O